ClC1=CC2=C(N(C(N=C2N2[C@H](CN(CC2)C(C=C)=O)C)=O)C=2N=CSC2C(C)C)N=C1C1=C(C=CC=C1)F 6-chloro-7-(2-fluorophenyl)-4-((2S)-2-methyl-4-(2-propenoyl)-1-piperazinyl)-1-(5-(2-propanyl)-1,3-thiazol-4-yl)pyrido[2,3-d]pyrimidin-2(1H)-one